3-(4-bromobenzene-1-sulfonyl)-1-methylazetidine BrC1=CC=C(C=C1)S(=O)(=O)C1CN(C1)C